C1(CC1)C1=C(C=C(C(=C1)[N+](=O)[O-])OC)N1CCC(CC1)N1CCC2(CCCN(C2)C=2C=C3C(N(C(C3=CC2)=O)C2C(NC(CC2)=O)=O)=O)CC1 5-(9-(1-(2-cyclopropyl-5-methoxy-4-nitrophenyl)piperidin-4-yl)-2,9-diazaspiro[5.5]undecan-2-yl)-2-(2,6-dioxopiperidin-3-yl)isoindoline-1,3-dione